C1(CCCC1)C=1OC2(C(N(C(C3=CC=CC=C23)=O)C)=O)C2=C(N1)C=CC=C2 2-Cyclopentyl-2'-methyl-1'H-spiro[benzo[d][1,3]oxazine-4,4'-isoquinoline]-1',3'(2'H)-dione